COC1=CC2=CC=CC=C2C=C1 2-MethoxyNaphthalene